NC([C@H](CCC(=O)OC(C)(C)C)N1C(C2=CC=C(C=C2C1)O)=O)=O (S)-tert-butyl 5-amino-4-(5-hydroxy-1-oxoisoindolin-2-yl)-5-oxovalerate